(R)-6-((1-propenylpyrrol-3-yl)amino)-4-(4-phenoxyphenyl)isoindolin-1-one C(=CC)N1C=C(C=C1)NC1=CC(=C2CNC(C2=C1)=O)C1=CC=C(C=C1)OC1=CC=CC=C1